tert-butyl 4-[3-[[[6-oxo-5-(trifluoromethyl)-1-(2-trimethylsilylethoxymethyl)pyridazin-3-yl]amino]methyl]oxetan-3-yl]piperazine-1-carboxylate O=C1C(=CC(=NN1COCC[Si](C)(C)C)NCC1(COC1)N1CCN(CC1)C(=O)OC(C)(C)C)C(F)(F)F